ethyl 2-(2,7-dimethyl-4-oxo-3,4-dihydro-2H-benzo[e][1,3]oxazin-2-yl)acetate CC1(OC2=C(C(N1)=O)C=CC(=C2)C)CC(=O)OCC